tert-butyl (4S)-4-(methyl (3-methyl-1-(tetrahydro-2H-pyran-2-yl)-1H-indazol-6-yl) carbamoyl)-2-oxoimidazolidine-1-carboxylate CN(C(=O)[C@H]1NC(N(C1)C(=O)OC(C)(C)C)=O)C1=CC=C2C(=NN(C2=C1)C1OCCCC1)C